2-(2-(1-(4-(trifluoromethyl)benzyl)-1H-indazol-3-yl)acetyl)benzonitrile FC(C1=CC=C(CN2N=C(C3=CC=CC=C23)CC(=O)C2=C(C#N)C=CC=C2)C=C1)(F)F